(S)-4-ethyl-7-((6-fluoro-3-iodo-1-methyl-4-carbonyl-1,4-dihydro-1,8-naphthyridin-2-yl)methyl)-4-hydroxy-1,7-dihydro-3H-pyrano[3,4-c]pyridine-3,8(4H)-dione C(C)[C@]1(C(OCC=2C(N(C=CC21)CC=2N(C1=NC=C(C=C1C(C2I)=C=O)F)C)=O)=O)O